5-hydroxy-N-isopropyl-2-methyl-2-(4-methylpent-3-en-1-yl)-7-pentyl-2H-chromen-6-carboxamide OC1=C2C=CC(OC2=CC(=C1C(=O)NC(C)C)CCCCC)(CCC=C(C)C)C